FI(F)COC1=CC=CC=C1 4-(difluoroiodo)methoxybenzene